methyl 4-(2-(2-methoxyphenyl)-7-oxo-4,7-dihydropyrazolo[1,5-a]pyrimidin-5-yl)benzoate COC1=C(C=CC=C1)C1=NN2C(NC(=CC2=O)C2=CC=C(C(=O)OC)C=C2)=C1